methyl 4-((4-(2-(2-aminopyridin-3-yl)-6-methoxy-1H-benzo[d]imidazol-1-yl)benzyl)carbamoyl)-3-methylbenzoate NC1=NC=CC=C1C1=NC2=C(N1C1=CC=C(CNC(=O)C3=C(C=C(C(=O)OC)C=C3)C)C=C1)C=C(C=C2)OC